5a-(4-cyanophenyl)-3,8,8a-trihydroxy-N,N-dimethyl-6-phenyl-2-(trifluoromethyl)-5a,7,8,8a-tetrahydro-6H-cyclopenta[4,5]furo[3,2-b]pyridine-7-carboxamide C(#N)C1=CC=C(C=C1)C12C(C3=NC(=C(C=C3O1)O)C(F)(F)F)(C(C(C2C2=CC=CC=C2)C(=O)N(C)C)O)O